17-fluoro-5-(4-methylpiperazin-1-yl)-7,11-dioxa-20,23,24,26-tetraazapentacyclo[17.5.2.12,6.013,18.022,25]heptacosa-1(24),2,4,6(27),13(18),14,16,19,21,25-decaene FC1=CC=CC=2COCCCOC=3C(=CC=C(C4=NNC5=CN=C(C12)N=C45)C3)N3CCN(CC3)C